2-(2-((3r,4r)-3-amino-4-fluoropiperidin-1-yl)-5,6-difluoro-1H-benzo[d]imidazol-1-yl)-N-cyclopropyl-N-methylacetamide N[C@@H]1CN(CC[C@H]1F)C1=NC2=C(N1CC(=O)N(C)C1CC1)C=C(C(=C2)F)F